5,6-dichloro-1-beta-D-ribofuranosylbenzimidazol ClC1=CC2=C(N(C=N2)[C@H]2[C@H](O)[C@H](O)[C@H](O2)CO)C=C1Cl